COC(=O)C1=CC=NN1C1=NC=CC=C1Cl 1-(3-chloropyridin-2-yl)-1H-pyrazole-5-carboxylic acid methylester